FC1([C@@H]2[C@H](N([C@H](C1)CC2)C(=O)OC(C)(C)C)C(N[C@H](/C=C\2/C(OCC2)=O)C[C@H]2C(NCC2)=O)=O)F tert-Butyl (1S,3S,4S)-5,5-difluoro-3-[[(1S,2E)-1-[[(3S)-2-oxopyrrolidin-3-yl]methyl]-2-(2-oxotetrahydrofuran-3-ylidene)ethyl]carbamoyl]-2-azabicyclo[2.2.2]octane-2-carboxylate